4-(6-(3-methyl-5-(1H-1,2,4-triazol-1-yl)phenylamino)-1H-pyrrolo[3,2-c]pyridin-2-yl)pyridinecarbonitrile CC=1C=C(C=C(C1)N1N=CN=C1)NC1=CC2=C(C=N1)C=C(N2)C2=CC(=NC=C2)C#N